ClC1=NC=C(C(=N1)N1C[C@@H](CCC1)C(=O)NC1CC1)F (R)-1-(2-chloro-5-fluoropyrimidin-4-yl)-N-cyclopropylpiperidine-3-carboxamide